CCCCOCCOC(=O)C1=CC=CC=C1C(=O)OCCOCCCC The molecule is a phthalate ester obtained by the formal condensation of both the carboxy groups of phthalic acid with two molecules of 2-butoxyethanol. It has a role as a xenobiotic. It is a diester and a phthalate ester. It derives from a 2-butoxyethanol.